C(C1=CC=CC=C1)OC=1C=C(C=CC1)CC(=O)O (3-benzyloxyphenyl)acetic acid